2-(4-(4-amino-7-methyl-7H-pyrrolo[2,3-d]pyrimidin-5-yl)benzylamino)-N-(4-fluorophenyl)-5-(trifluoromethyl)nicotinamide NC=1C2=C(N=CN1)N(C=C2C2=CC=C(CNC1=C(C(=O)NC3=CC=C(C=C3)F)C=C(C=N1)C(F)(F)F)C=C2)C